N-Boc-N'-(3-bromophenyl)hydrazine C(=O)(OC(C)(C)C)NNC1=CC(=CC=C1)Br